1-((3S,4R)-4-(3,4-difluorophenyl)-1-(2-methoxyethyl)pyrrolidin-3-yl)-3-(4-methyl-1-phenyl-3-(3-(trifluoromethyl)-1,2,4-Oxadiazol-5-yl)-1H-pyrazol-5-yl)urea FC=1C=C(C=CC1F)[C@H]1[C@@H](CN(C1)CCOC)NC(=O)NC1=C(C(=NN1C1=CC=CC=C1)C1=NC(=NO1)C(F)(F)F)C